C(C)(C)(C)C1N2C(C3=CC(=C(C=C3C1)C=1C=NC(=NC1)NCC(=O)OC)OC)=CC(C(=C2)C(=O)[O-])=O 6-tert-butyl-10-methoxy-9-{2-[(2-methoxy-2-oxoethyl) amino] pyrimidin-5-yl}-2-oxo-6,7-dihydro-2H-pyrido[2,1-a]isoquinoline-3-carboxylate